Methyl-8-((2-(4-(dinonylglycyl)piperazin-1-yl)-2-oxoethyl)(2-((8-methoxy-8-oxooctyl)(nonyl)amino)ethyl)amino)octanoate COC(CCCCCCCN(CCN(CCCCCCCCC)CCCCCCCC(=O)OC)CC(=O)N1CCN(CC1)C(CN(CCCCCCCCC)CCCCCCCCC)=O)=O